OCCOC1=CC=C(C=C1)C1(C2=CC=CC=C2C=2C=CC=CC12)C1=CC=C(C=C1)OCCO 9,9-bis[4-(2-hydroxyethoxy)phenyl]fluoren